tert-butyl 3-(4-methoxy-6-(pyrazolo[1,5-a]pyridin-3-yl)pyridin-2-yl)piperidine-1-carboxylate COC1=CC(=NC(=C1)C=1C=NN2C1C=CC=C2)C2CN(CCC2)C(=O)OC(C)(C)C